6-(6-(difluoromethoxy)pyridin-3-yl)-N-(3,5-dimethoxyphenethyl)pyrazine-2-carboxamide FC(OC1=CC=C(C=N1)C1=CN=CC(=N1)C(=O)NCCC1=CC(=CC(=C1)OC)OC)F